FC1=C(C(=O)N2CCC(CC2)N2CC(C2)(N2N=CC(=C2)C2=C3C(=NC=C2F)NC=C3)CC#N)C(=CN=C1)F {1-[1-(3,5-difluoroisonicotinoyl)piperidin-4-yl]-3-[4-(5-fluoro-1H-pyrrolo[2,3-b]pyridin-4-yl)-1H-pyrazol-1-yl]azetidin-3-yl}acetonitrile